(S)-1-(2,3-Dihydrobenzofuran-6-yl)ethanamine hydrochloride Cl.O1CCC2=C1C=C(C=C2)[C@H](C)N